NC1=C(C=CC(=N1)C(=O)O)[C@@H]1CC2(CC(C2)(F)F)CCN1CC1=C2C=CNC2=C(C=C1OC)C (S)-6-amino-5-(2,2-difluoro-7-((5-methoxy-7-methyl-1H-indol-4-yl)methyl)-7-azaspiro[3.5]nonan-6-yl)picolinic acid